tert-butyl (R)-3-methyl-4-(6-oxo-1,6-dihydropyridine-3-carbonyl)piperazine-1-carboxylate C[C@@H]1CN(CCN1C(=O)C1=CNC(C=C1)=O)C(=O)OC(C)(C)C